tert-butyl (S)-2-[2-(1-ethyl-1H-pyrazole-4-carbonyl)-6-(3-methyl-1H-pyrrolo[2,3-b]pyridin-5-yl)-1,2,3,4-tetrahydro-isoquinolin-8-yl]pyrrolidine-1-carboxylate C(C)N1N=CC(=C1)C(=O)N1CC2=C(C=C(C=C2CC1)C=1C=C2C(=NC1)NC=C2C)[C@H]2N(CCC2)C(=O)OC(C)(C)C